C(#N)C=1C(=NC(=NC1)NCC1=C(C=CC=C1)OC(F)(F)F)NCC12CC3C(C(CC(C1)C3)C2)NC(OC(C)(C)C)=O tert-butyl N-[5-({[5-cyano-2-({[2-(trifluoromethoxy)phenyl]methyl}-amino)pyrimidin-4-yl]amino}methyl)adamantan-2-yl]carbamate